CC1=CNC2=NC=C(C=C21)C2=CC(=C1CCN(CC1=C2)C(CC2=CC(=NC=C2)C)=O)[C@H]2N(CCC2)C(=O)OC(C)(C)C tert-butyl (S)-2-(7-(3-Methyl-1H-pyrrolo[2,3-b]pyridin-5-yl)-2-(2-(2-methylpyridin-4-yl)acetyl)-1,2,3,4-Tetrahydroisoquinolin-5-yl)pyrrolidine-1-carboxylate